C12CN(CC(CC1)N2)C2=NC(=NC1=C(C(=C(C=C21)C(F)(F)F)C2=CC=C(C=1SC(=C(C12)C#N)N)F)F)OCC1(COC1)C 4-(4-(3,8-diazabicyclo[3.2.1]oct-3-yl)-8-fluoro-2-((3-methyloxetan-3-yl)methoxy)-6-(trifluoromethyl)quinazolin-7-yl)-2-amino-7-fluorobenzo[b]thiophene-3-carbonitrile